F[C@@H]1C[C@@]2(CCCN2C1)COC1=NC2=C(C(=CC=C2C(=N1)N1CCCC1)C1=CC(=CC2=CC=C(C(=C12)C#C)F)O)F 4-(2-{[(2R,7aS)-2-fluoro-hexahydro-1H-pyrrolizin-7a-yl]methoxy}-8-fluoro-4-(pyrrolidin-1-yl)quinazolin-7-yl)-5-ethynyl-6-fluoronaphthalen-2-ol